C(C)OC(=O)C=1N=C2N(C=C(C=C2)C2(CC2)C#N)C1.C[N+]1(CCCC1)CCCCC 1-methyl-1-pentyl-pyrrolidinium ethyl-6-(1-cyanocyclopropyl)imidazo[1,2-a]pyridine-2-carboxylate